C(#C)C=1C(=CC=C2C=C(C=C(C12)C1=CC=C2C(=NC(=NC2=C1F)OC[C@]12CCCN2C[C@@H](C1)F)N1CC2CC(C(C1)C2)O)O)F 3-(7-(8-Ethynyl-7-fluoro-3-hydroxynaphthalen-1-yl)-8-fluoro-2-(((2R,7aS)-2-fluorotetrahydro-1H-pyrrolizin-7a(5H)-yl)methoxy)quinazolin-4-yl)-3-azabicyclo[3.2.1]octan-6-ol